C(CCCCCCCCCCCCCCCCC)(=O)OC(C(CO)O)C(CO)O 1,2,4,5-tetrahydroxypentan-3-yl stearate